ClC=1C=C(C=CC1N1C(N(CC1)C)=O)C1=C(C(=CC=C1)C=1C=C(N=NC1)N1CCN(CC1)C(=O)OC(C)(C)C)OC tert-butyl 4-(5-(3'-chloro-2-methoxy-4'-(3-methyl-2-oxoimidazolidin-1-yl)-[1,1'-biphenyl]-3-yl)pyridazin-3-yl)piperazine-1-carboxylate